C(C)(C)(C)C=1C=C(CNC2=CC(=C(C(=O)OC(C)(C)C)C=C2)O)C=C(C1)C1CC1 tert-butyl 4-((3-(tert-butyl)-5-cyclopropylbenzyl)amino)-2-hydroxybenzoate